3-((3-exo)-3-((6-methyl-3-((5-methyl-1H-pyrazol-3-yl)amino)-5-carbonyl-5,6-dihydro-2,6-naphthyridin-1-yl)amino)-8-azabicyclo[3.2.1]octan-8-yl)propionitrile CN1C(C=2C=C(N=C(C2C=C1)NC1CC2CCC(C1)N2CCC#N)NC2=NNC(=C2)C)=C=O